CC=1N=C2N(C=C(C=C2C)C2=CC3=C(N=C(S3)C=3CCNCC3)C(=C2)F)C1 6-(2,8-dimethylimidazo[1,2-a]pyridin-6-yl)-4-fluoro-2-(1,2,3,6-tetrahydropyridin-4-yl)-1,3-benzothiazole